(2S,4R)-1-[(2S)-3,3-dimethyl-2-[4-[[6-(trifluoromethyl)-2-pyridyl]oxymethyl]triazol-1-yl]butanoyl]-4-hydroxy-N-methyl-pyrrolidine-2-carboxamide CC([C@@H](C(=O)N1[C@@H](C[C@H](C1)O)C(=O)NC)N1N=NC(=C1)COC1=NC(=CC=C1)C(F)(F)F)(C)C